{1'-[(2E)-3-(4-chlorophenyl)prop-2-en-1-yl]-5-fluorospiro[indol-3,4'-piperidin]-1(2H)-yl}(2-chloropyridin-4-yl)methanone ClC1=CC=C(C=C1)/C=C/CN1CCC2(CC1)CN(C1=CC=C(C=C12)F)C(=O)C1=CC(=NC=C1)Cl